5-([1,1'-biphenyl]-3-yl)-N-((1r,2r)-2-hydroxycyclopentyl)-4-oxo-4,5-dihydro-3H-1-thia-3,5,8-triazaacenaphthylene-2-carboxamide C1(=CC(=CC=C1)N1C(NC2=C(SC=3N=CC=C1C32)C(=O)N[C@H]3[C@@H](CCC3)O)=O)C3=CC=CC=C3